2-fluoro-4-isocyanato-1-(propan-2-yl)benzene FC1=C(C=CC(=C1)N=C=O)C(C)C